OC=1C=C(C=CC1O)[C@H]1OC=2C=C(C=C(C2C[C@@H]1O)O)O (2r,3s)-2-(3,4-dihydroxyphenyl)-3,4-dihydro-2H-chromen-3,5,7-triol